4-({2-[4-{5-chloro-2-[4-(difluoromethyl)-1H-1,2,3-triazol-1-yl]phenyl}-5-methoxy-2-oxopyridin-1(2H)-yl]hexanoyl}amino)benzoic acid ClC=1C=CC(=C(C1)C1=CC(N(C=C1OC)C(C(=O)NC1=CC=C(C(=O)O)C=C1)CCCC)=O)N1N=NC(=C1)C(F)F